(Z)-4-octenenitrile C(CC\C=C/CCC)#N